8-(trifluoromethyl)-3,4-dihydro-1H-benzo[b]azepine-2,5-dione FC(C=1C=CC2=C(NC(CCC2=O)=O)C1)(F)F